tert-butyl (3-((5-carbamoyl-2-chloropyrimidin-4-yl)amino)benzyl)carbamate C(N)(=O)C=1C(=NC(=NC1)Cl)NC=1C=C(CNC(OC(C)(C)C)=O)C=CC1